6-(3-(methoxymethoxy)-4-(4,4,5,5-tetramethyl-1,3,2-dioxaborolan-2-yl)phenyl)-2-methylimidazo[1,2-b]pyridazine COCOC=1C=C(C=CC1B1OC(C(O1)(C)C)(C)C)C=1C=CC=2N(N1)C=C(N2)C